N-(5-hydroxypyrimidin-2-yl)piperazine-1-carboxamide OC=1C=NC(=NC1)NC(=O)N1CCNCC1